4-(2,5-dichloropyrimidin-4-yl)-2-phenyl-morpholine ClC1=NC=C(C(=N1)N1CC(OCC1)C1=CC=CC=C1)Cl